2-chloro-5-methoxyphenylboronic acid ClC1=C(C=C(C=C1)OC)B(O)O